C(C)N1C2=NC(=NC(=C2N=C1C1=CC=NC=C1)N1CCOCC1)C=1C=NN2C1CN(CC2)C(=O)OC(C)(C)C tert-butyl 3-(9-ethyl-6-morpholino-8-(pyridin-4-yl)-9H-purin-2-yl)-6,7-dihydropyrazolo[1,5-a]pyrazine-5(4H)-carboxylate